ClC=1C=C(C=CC1Cl)NC1=CC2=C(C3=CC=CC=C3N=C2C=C1)NCCNC(OC(C)(C)C)=O tert-Butyl 2-(2-(3,4-dichlorophenylamino)acridin-9-ylamino)ethylcarbamate